CC1(OC[C@H](O1)[C@@H]1[C@@H]([C@@H]2[C@@H](OC(O2)(C)C)O1)OC(CCC(CC(NC=1C=CC=C2C=CC=NC12)=O)C[Si](C1=CC=CC=C1)(C)C)=O)C (3aR,5R,6S,6aR)-5-[(S)-2,2-dimethyl-1,3-dioxolan-4-yl]-2,2-dimethyltetrahydrofuro[2,3-d][1,3]dioxol-6-yl-4-{[dimethyl(phenyl)silyl]methyl}-6-oxo-6-(quinolin-8-ylamino)hexanoate